C1(CCCC1)C(C1=CC(=CS1)C(=O)N1CC2(C3=CC(=CC=C13)NS(=O)(=O)C)CCC1(CC2)CC1)O N-(1''-(5-(cyclopentyl(hydroxy)methyl)thiophene-3-carbonyl)dispiro[cyclopropane-1,1'-cyclohexane-4',3''-indolin]-5''-yl)methanesulfonamide